[Br-].CN(C=1C=C2[O+]=C3C=CC=C(C3=C(C2=CC1)C1=CC=C(C=C1)F)OC)C 6-(dimethylamino)-9-(4-fluorophenyl)-1-methoxyxanthylium bromide